1-(3-methoxyphenyl)-3-(6-quinolyl)urea COC=1C=C(C=CC1)NC(=O)NC=1C=C2C=CC=NC2=CC1